6-amino-N-(2-(((2S,3R,4S,5S,6R)-3,4,5-trihydroxy-6-(hydroxymethyl)tetrahydro-2H-pyran-2-yl)oxy)ethyl)hexanamide NCCCCCC(=O)NCCO[C@H]1O[C@@H]([C@H]([C@@H]([C@H]1O)O)O)CO